monomethallyl ether C(C(C)=C)OCC(C)=C